C(C)(=O)N1CCC(CC1)COC1=CC(=C(C(=O)OC)C(=C1)F)F methyl 4-((1-acetylpiperidin-4-yl) methoxy)-2,6-difluorobenzoate